ClCC1=CC=C(C=C1)C1=NC=CC=C1F [4-(chloromethyl)phenyl]-3-fluoropyridine